F[C@@H](CO)COC1=NN(C(=C1[N+](=O)[O-])C)C=1C(=NC=C(C1)F)C (S)-2-fluoro-3-((1-(5-fluoro-2-methylpyridin-3-yl)-5-methyl-4-nitro-1H-pyrazol-3-yl)oxy)propan-1-ol